C12(CC3CC(CC(C1)C3)C2)CCN2C(CN(CC2C)CCNC2=C3C(N(C(=NC3=CC=C2)C)C2C(NC(CC2)=O)=O)=O)C 3-(5-((2-(4-(2-((3r,5r,7r)-adamantan-1-yl)ethyl)-3,5-dimethylpiperazin-1-yl)ethyl)amino)-2-methyl-4-oxoquinazolin-3(4H)-yl)piperidine-2,6-dione